succinic acid bis-(1-butyryloxy-ethyl)ester C(CCC)(=O)OC(C)OC(CCC(=O)OC(C)OC(CCC)=O)=O